CC=1C(=C(C(=O)NC=2C=CC=C3C=CC=NC23)C=CC1)C=C 3-methyl-N-(quinolin-8-yl)-2-vinyl-benzamide